C(C)(=O)C1=CC2=C(C3=CC=CC=C3C(=C2C=C1)CNCCCCCCNC(OC(C)(C)C)=O)CNCCCCCCNC(OC(C)(C)C)=O di-tert-butyl ((((2-acetylanthracene-9,10-diyl) bis(methylene))bis(azanediyl)) bis(hexane-6,1-diyl))dicarbamate